C(C)(C)(C)OC(=O)N([C@H](C(=O)N(C)[C@@H](C(=O)O)CC1=NC(=NO1)CCOC)CC(C)C)C (R)-2-((S)-2-((tert-Butoxycarbonyl)(methyl)amino)-N,4-dimethylpentanamido)-3-(3-(2-methoxyethyl)-1,2,4-oxadiazol-5-yl)propanoic acid